C1(CC1)N(CCC(C(=O)O)NC1=NC=CC=N1)CCCCC1=NC=2NCCCC2C=C1 4-(cyclopropyl-(4-(5,6,7,8-tetrahydro-1,8-naphthyridin-2-yl)butyl)amino)-2-(pyrimidin-2-ylamino)butanoic acid